2,3-Dihydro-2-[[5-(4-methoxy-2-nitrophenyl)-2-furanyl]methylene]-1H-inden-1-one COC1=CC(=C(C=C1)C1=CC=C(O1)C=C1C(C2=CC=CC=C2C1)=O)[N+](=O)[O-]